N,N-dicyclohexyl-benzothiazole-2-sulfenamide C1(CCCCC1)N(SC=1SC2=C(N1)C=CC=C2)C2CCCCC2